t-amyl-(2-ethylhexyl) monoperoxycarbonate C(OC(C(CCCC)CC)C(C)(C)CC)(=O)O[O-]